(2R,3S,5R)-5-(5-(2-azidoethyl)-2,4-dioxo-3,4-dihydropyrimidin-1(2H)-yl)-2-(((4-methylbenzoyl)oxy)methyl)tetrahydrofuran-3-yl 4-methylbenzoate CC1=CC=C(C(=O)O[C@@H]2[C@H](O[C@H](C2)N2C(NC(C(=C2)CCN=[N+]=[N-])=O)=O)COC(C2=CC=C(C=C2)C)=O)C=C1